4-ethoxy-1,1,1-trifluoro-3-methylbut-3-ene-2-one C(C)OC=C(C(C(F)(F)F)=O)C